OC(C(=O)N)C(C(C(CO)O)O)O 2,3,4,5,6-pentahydroxy-hexanamide